4-(3,4,8,9-tetrakis(mercaptomethylthio)-11-mercapto-2,5,7,10-tetrathiaundecanyl)-5-mercaptomethylthio-1,3-dithiolane SCSC(SCC1SCSC1SCS)C(SCSC(C(SCS)SCS)SCS)SCS